C(CCCCCCCCCCCCCCCCCCCCCCCCCCCCC)[C] triacontyl-carbon